COC[C@@H]1CC[C@@]2(CCCN12)COC(C1=CC=CC=C1)(C1=CC=CC=C1)C1=CC=CC=C1 (3S-7aS)-3-(methoxymethyl)-7a-((trityloxy)methyl)hexahydro-1H-pyrrolizine